(5S)-1-{[6-(2,4-difluorophenoxy)pyridin-3-yl]methyl}5-methylimidazolidin-2-one FC1=C(OC2=CC=C(C=N2)CN2C(NC[C@@H]2C)=O)C=CC(=C1)F